(S)-2-amino-3-(5-methyl-1H-indol-3-yl)propanoic acid N[C@H](C(=O)O)CC1=CNC2=CC=C(C=C12)C